(S)-6-(3,3-difluoroazetidin-1-yl)-N-(5-(4-(6-fluoropyrimidin-4-yl)-2-methylpiperazin-1-yl)pyrazin-2-yl)nicotinamide FC1(CN(C1)C1=NC=C(C(=O)NC2=NC=C(N=C2)N2[C@H](CN(CC2)C2=NC=NC(=C2)F)C)C=C1)F